1-(4-benzyl-3,4-dihydroquinoxalin-1(2H)-yl)-3-(4-methylpiperazin-1-yl)propan-1-one C(C1=CC=CC=C1)N1CCN(C2=CC=CC=C12)C(CCN1CCN(CC1)C)=O